OC=1C=C2OC3=CC(C=CC3=C(C2=CC1)C1=C(C(=O)O)C=C(C=C1)NC(=S)N/N=C(\C)/C(/C)=N/NC(NC)=S)=O 2-(6-hydroxy-3-oxo-3H-xanthen-9-yl)-5-((E)-2-((E)-3-(2-(methylcarbamothioyl)hydrazono)butan-2-ylidene)hydrazinecarbothioamido)benzoic Acid